methyl 4-((3-bromo-5-(4,4-difluoropiperidine-1-carbonyl)pyridin-2-yl)amino)benzoate BrC=1C(=NC=C(C1)C(=O)N1CCC(CC1)(F)F)NC1=CC=C(C(=O)OC)C=C1